(R)-3-amino-3-(4-(2-(3,3-difluoro-2-(hydroxymethyl)azetidin-1-yl)-7,7-difluoro-6,7-dihydro-5H-cyclopenta[d]pyrimidin-4-yl)phenyl)thietane 1,1-dioxide NC1(CS(C1)(=O)=O)C1=CC=C(C=C1)C=1C2=C(N=C(N1)N1[C@@H](C(C1)(F)F)CO)C(CC2)(F)F